CC1(C(C(=CC2(CC(CO2)C=2C=NC=CC2)C1)C#N)=O)C 9,9-dimethyl-8-oxo-3-(pyridin-3-yl)-1-oxaspiro[4.5]dec-6-ene-7-carbonitrile